C1=CC=CC=2C3=CC=CC=C3C(C12)COC(=O)N[C@H](C(=O)O)CC1=CC(=CC=C1)C1=CNC(C=C1)=O (S)-2-((((9H-fluoren-9-yl)methoxy)carbonyl)amino)-3-(3-(6-oxo-1,6-dihydropyridin-3-yl)phenyl)propanoic acid